(S)-6-((2-ethyl-3,3-dimethyl-1-oxoisoindolin-5-yl)amino)-4-((2-hydroxy-1-phenylethyl)amino)nicotinic acid C(C)N1C(C2=CC=C(C=C2C1(C)C)NC1=NC=C(C(=O)O)C(=C1)N[C@H](CO)C1=CC=CC=C1)=O